CC/C=C\\C[C@@H](/C=C/[C@@H]1[C@H]([C@H](CC1=O)O)C/C=C\\CCCC(=O)O)O The molecule is a member of the class of prostaglandins D that is prosta-5,13,17-trien-1-oic acid substituted by hydroxy groups at positions 9 and 15 and an oxo group at position 11 (the 5Z,13E,15S,17Z-stereoisomer). It has a role as a human metabolite. It is a conjugate acid of a prostaglandin D3(1-).